1,1,1,3,3,3-hexafluoropropan-2-yl (±)-1-(((tetrahydro-2H-pyran-4-yl)methyl)carbamoyl)-6-azaspiro[2.5]octane-6-carboxylate O1CCC(CC1)CNC(=O)[C@@H]1CC12CCN(CC2)C(=O)OC(C(F)(F)F)C(F)(F)F |r|